1-(7-(6-(3-(dimethylamino)propoxy)pyridin-3-yl)quinoxalin-2-yl)-3-isopropyl-1-methylurea CN(CCCOC1=CC=C(C=N1)C1=CC=C2N=CC(=NC2=C1)N(C(=O)NC(C)C)C)C